N1=CC=C(C=C1)NC1=CC=C(C=C1)NC(=O)C1=CC=C(C=N1)NC1=CC=NC2=CC=C(C=C12)C(=O)[O-] 4-(6-(4-(pyridin-4-ylamino)phenylcarbamoyl)pyridin-3-ylamino)quinoline-6-carboxylate